tert-Butyl (1-(phenylsulfonyl)-1H-indol-5-yl)carbamate C1(=CC=CC=C1)S(=O)(=O)N1C=CC2=CC(=CC=C12)NC(OC(C)(C)C)=O